BrC=1C=CC(=C(OCCNC(CN(C(CP(OCC)(OCC)=O)=O)C)=O)C1)C(NC(CO)CO[Si](C(C)C)(C(C)C)C(C)C)=O diethyl (2-((2-((2-(5-bromo-2-((1-hydroxy-3-((triisopropylsilyl)oxy)propan-2-yl)carbamoyl) phenoxy)ethyl)amino)-2-oxoethyl)(methyl)amino)-2-oxoethyl)phosphonate